7-[(2S)-2-(trifluoromethylsulfonylamino)propoxy]tetralin-5-carboxylic acid FC(S(=O)(=O)N[C@H](COC=1C=C(C=2CCCCC2C1)C(=O)O)C)(F)F